C(C)(C)(C)S(=O)(=O)N1C2(CCC2)CC(C1)N1CCCC2=CC(=CC(=C12)B(O)O)Cl (1-(5-(tert-butylsulfonyl)-5-azaspiro[3.4]octan-7-yl)-6-chloro-1,2,3,4-tetrahydroquinolin-8-yl)boronic acid